ClC1=CC(=C(COC2=CC=CC(=N2)C2=CC=C(CC3=NC4=C(N3C[C@H]3OCC3)C=C(C=C4)C(=O)OC)C=C2)C=C1)F methyl (S)-2-(4-(6-((4-chloro-2-fluorobenzyl) oxy) pyridin-2-yl) benzyl)-1-(oxetan-2-ylmethyl)-1H-benzo[d]imidazole-6-carboxylate